ClC=1C=CC(=C(C(=O)OC)C1)OCCCN(C(C)C)C1=NC2=C(C(=CC=C2C(=C1)N1C=NC=C1)Cl)Cl methyl 5-chloro-2-(3-((7,8-dichloro-4-(1H-imidazol-1-yl)quinolin-2-yl)(isopropyl)amino)propoxy)benzoate